tert-butyl (4R,7S)-2-[2-(2,4-difluoro-6-methoxy-phenyl)ethynyl]-4,7-dimethyl-6,7-dihydro-4H-pyrazolo[1,5-a]pyrazine-5-carboxylate FC1=C(C(=CC(=C1)F)OC)C#CC1=NN2C([C@H](N(C[C@@H]2C)C(=O)OC(C)(C)C)C)=C1